(S)-N-((1S,2R,4R)-2,4-dihydroxy-4-(trifluoromethyl)cyclohexyl)-4-(5-(5-fluoro-2-methoxypyridin-4-yl)-1H-pyrazole-3-carbonyl)-4-azaspiro[2.5]octane-7-carboxamide O[C@H]1[C@H](CC[C@@](C1)(C(F)(F)F)O)NC(=O)[C@H]1CCN(C2(CC2)C1)C(=O)C1=NNC(=C1)C1=CC(=NC=C1F)OC